N[C@H]1CS(C2=C(N(C1=O)CC1=CC=C(C=C1)Cl)C=C(C(=C2)F)N2N=C(N=C2)C(C)(C)C)(=O)=O (3R)-3-amino-7-(3-tert-butyl-1,2,4-triazol-1-yl)-5-[(4-chlorophenyl)methyl]-8-fluoro-1,1-dioxo-2,3-dihydro-1lambda6,5-benzothiazepin-4-one